OC1=C(C=O)C=C(C=C1)O 2,5-dihydroxy-benzaldehyde